NC1=CC(=C(OC=2C=C3CCC(N(C3=CC2)C)=O)C(=C1)Cl)Cl 6-(4-amino-2,6-dichloro-phenoxy)-1-methyl-3,4-dihydroquinolin-2-one